C(C)=C1C2C=CC(C1)C2 5-ethylidene-bicyclo[2.2.1]Hept-2-ene